N-(4-chloro-3-cyano-1H-indol-7-yl)-1-[(1S)-2-hydroxy-1-methyl-ethyl]pyrazole-4-sulfonamide ClC1=C2C(=CNC2=C(C=C1)NS(=O)(=O)C=1C=NN(C1)[C@H](CO)C)C#N